5-bromo-4-fluoro-1-(2,2,2-trifluoroethyl)-1,3-dihydrobenzo[c]isothiazole 2,2-dioxide BrC1=C(C2=C(N(S(C2)(=O)=O)CC(F)(F)F)C=C1)F